C(CCCCC)OCCOC1=CC=C(C=C1)B(O)O (4-[2-(HEXYLOXY)ETHOXY]PHENYL)BORANEDIOL